ClC1=CC=C(C=C1)C(C(=O)N[C@H](C(=O)N[C@H](CCC(=O)O)C(=O)O)CC1CCCCC1)(C)C ((S)-2-(2-(4-chlorophenyl)-2-methylpropanamido)-3-cyclohexylpropanoyl)-D-glutamic acid